N-(3-methoxypyridin-4-yl)azetidine-3-carboxamide COC=1C=NC=CC1NC(=O)C1CNC1